trans-nonadecene-1,1-dicarboxylic acid C(=CCCCCCCCCCCCCCCCCC)(C(=O)O)C(=O)O